FC(C=1C(=C(C=CC1)[C@@H](C)NC1=C(C(=NC(=N1)C)C(C(=O)OC)F)C1OCCO1)F)(F)F methyl 2-(6-(((R)-1-(3-trifluoromethyl-2-fluorophenyl) ethyl) amino)-5-(1,3-dioxolan-2-yl)-2-methylpyrimidin-4-yl)-2-fluoroacetate